(±)-N-(3,4-Dichlorophenyl)-3-oxo-3,5,6,7,8,9-hexahydro-2H-6,9-epiminocyclohepta[c]pyridine-10-carboxamide ClC=1C=C(C=CC1Cl)NC(=O)N1C2CC=3C(=CNC(C3)=O)C1CC2